C(C)(C)(C)C1=CC=C(C(=O)NC2=CC3=C(SC(=C3)\C=C\C(=O)NN)C=C2)C=C1 (E)-4-(tert-butyl)-N-(2-(3-hydrazinyl-3-oxoprop-1-en-1-yl)benzo[b]thiophen-5-yl)benzamide